3-chloro-3''-fluoro-4-((1S,2S)-2-(4-fluorophenyl)cyclopropyl)-5',6-dimethyl-2H-[1,4':2',4''-terpyridin]-2-one ClC=1C(N(C(=CC1[C@@H]1[C@H](C1)C1=CC=C(C=C1)F)C)C1=CC(=NC=C1C)C1=C(C=NC=C1)F)=O